acryloylpiperazin C(C=C)(=O)N1CCNCC1